4-(propan-2-yl)-1,3-benzothiazole-6-carboxylic acid CC(C)C1=CC(=CC2=C1N=CS2)C(=O)O